(2R,4S)-tert-butyl 4-(4-amino-3-iodo-1H-pyrazolo[3,4-d]pyrimidin-1-yl)-2-(methoxymethyl)pyrrolidine-1-carboxylate NC1=C2C(=NC=N1)N(N=C2I)[C@H]2C[C@@H](N(C2)C(=O)OC(C)(C)C)COC